CC(C(C)=O)=O 2,3-Butanedione